(tetrahydrofuran-3-yloxy)-7-(trifluoromethylthio)-2,3-dihydro-1H-inden-1-one O1CC(CC1)OC1C(C2=C(C=CC=C2C1)SC(F)(F)F)=O